1-(2-chloro-6-nitrophenyl)-1H-pyrazole ClC1=C(C(=CC=C1)[N+](=O)[O-])N1N=CC=C1